NC1=CC=C2C(=C1)CN(CC21CC1)C(=O)OC(C)(C)C tert-butyl 7-aminospiro[1,3-dihydroisoquinoline-4,1'-cyclopropane]-2-carboxylate